ClC=1C=C(C=NC1)C1=NN(C(=C1)C1[C@H]2CC(C[C@@H]12)N1CCOCCC1)C(C)C 4-((1R,3r,5S,6r)-6-(3-(5-chloropyridin-3-yl)-1-isopropyl-1H-pyrazol-5-yl)bicyclo[3.1.0]hexane-3-yl)-1,4-oxaazepane